5,6-dimethyl-1-vinyl-1H-benzimidazole CC1=CC2=C(N(C=N2)C=C)C=C1C